(2R,3S,4R,5R)-5-(4-amino-7H-pyrrolo[2,3-d]pyrimidin-7-yl)-2-(4-chloro-2-((methylamino)methyl)benzyl)-3-methyltetrahydrofuran-3,4-diol NC=1C2=C(N=CN1)N(C=C2)[C@H]2[C@@H]([C@@]([C@H](O2)CC2=C(C=C(C=C2)Cl)CNC)(O)C)O